(L)-2,4-Dihydroxybutyrat O[C@H](C(=O)[O-])CCO